n-heptyl (neodecyl) terephthalate C(C1=CC=C(C(=O)OCCCCCCC(C)(C)C)C=C1)(=O)OCCCCCCC